6-(2-carboxyphenyl)-1,11-diethyl-3,4,8,9,10,11-hexahydro-2H-pyrano[3,2-g:5,6-g']diquinolin-1-ium C(=O)(O)C1=C(C=CC=C1)C1=C2C=C3CCC[N+](=C3C=C2OC2=C1C=C1CCCN(C1=C2)CC)CC